NCC1=NNC(C2=CC=C(C=C12)C=1C=NN(C1C=1C=CC=C2CCNC(C12)=O)C)=O 4-(aminomethyl)-6-(1-methyl-5-(1-oxo-1,2,3,4-tetrahydroisoquinolin-8-yl)-1H-pyrazol-4-yl)phthalazin-1(2H)-one